N(C(=O)N)CCC[Si](OCC)(OCC)OCC UREIDOPROPYLTRIETHOXYSILANE